tert-butyl (2S,3S)-3-hydroxy-2-(3-(4-(4-methoxyphenethyl)-3-(trifluoromethyl)phenyl)-1,2,4-oxadiazol-5-yl)pyrrolidine-1-carboxylate O[C@@H]1[C@H](N(CC1)C(=O)OC(C)(C)C)C1=NC(=NO1)C1=CC(=C(C=C1)CCC1=CC=C(C=C1)OC)C(F)(F)F